BrC1=CC(=C(C=C1)C(=O)N1CCCCC1)Cl (4-bromo-2-chlorophenyl)(piperidin-1-yl)methanone